2,6-di(hydroxymethyl)naphthalene OCC1=CC2=CC=C(C=C2C=C1)CO